(6R,7aS)-6-(2,3-dichloro-6-methoxyphenyl)-2-(2-methoxyethyl)-tetrahydro-1H-pyrrolo[1,2-c]imidazol-3-one ClC1=C(C(=CC=C1Cl)OC)[C@H]1C[C@@H]2N(C(N(C2)CCOC)=O)C1